2,7-dimethyloct-2,6-dien-1-ol CC(CO)=CCCC=C(C)C